Cl.CN1N=C2C(=CC(=CC2=C1)C=1C=CC(=C(C1)O)C=1N=NC(=CC1)C1CN(C1)CC)C 5-(2,7-dimethyl-2H-indazol-5-yl)-2-(6-(1-ethylazetidin-3-yl)pyridazin-3-yl)phenol hydrochloride